5-bromo-N-methyl-1H-1,3-benzodiazol-2-amine BrC1=CC2=C(NC(=N2)NC)C=C1